CN(C(OC(C)(C)C)=O)C1COCC2=NC(=CC=C21)C(F)(F)F tert-butyl methyl(2-(trifluoromethyl)-5,8-dihydro-6H-pyrano[3,4-b]pyridin-5-yl)carbamate